C(CCCCCCCCCCCCC)N(CCS(=O)(=O)O)C Myristyl-methyl-taurine